N-(3-{[4-(benzyloxy)-2-fluorophenyl]amino}phenyl)-3-cyclohexylpropionamide C(C1=CC=CC=C1)OC1=CC(=C(C=C1)NC=1C=C(C=CC1)NC(CCC1CCCCC1)=O)F